pentarubidium triphosphate [O-]P([O-])(=O)OP(=O)([O-])OP(=O)([O-])[O-].[Rb+].[Rb+].[Rb+].[Rb+].[Rb+]